[Na+].S(C)(=O)(=O)[O-] Mesylate Sodium